[C@@H]1(C[C@H](O)[C@@H](CO)O1)N1N=CC=2C(=O)NC(N)=NC12 2'-deoxy-7-deaza-8-azaguanosine